3,3,3-trifluoro-2-methyl-N-(4-methyl-3-pyrimidin-2-ylphenyl)propanamide FC(C(C(=O)NC1=CC(=C(C=C1)C)C1=NC=CC=N1)C)(F)F